NC1(CCN(CC1)C=1N(C(C2=C(N1)NN=C2C#CC2=C(C(=CC=C2)F)F)=O)C)C 6-(4-amino-4-methylpiperidin-1-yl)-3-((2,3-difluorophenyl)ethynyl)-5-methyl-1,5-dihydro-4H-pyrazolo[3,4-d]pyrimidin-4-one